(1-Methyl-6-oxo-5-(6-azaspiro[3.4]octan-6-yl)-1,6-dihydropyridazin-3-yl)boronic acid CN1N=C(C=C(C1=O)N1CC2(CCC2)CC1)B(O)O